ClC1=CC=C(C=C1)[C@@]1(N(C(C2=CC(=CC=C12)C(C)(C)O)=O)CC1=CC=C(C=C1)Cl)OCCC(C)(C)O (3R)-3-(4-chlorophenyl)-2-[(4-chlorophenyl)methyl]-3-(3-hydroxy-3-methylbutoxy)-6-(2-hydroxypropan-2-yl)-2,3-dihydro-1H-isoindol-1-one